benzyl ((3-(3-(2,3-dichlorophenyl)-1-(tetrahydro-2H-pyran-2-yl)-1H-pyrazolo[3,4-b]pyrazin-6-yl)-7-(1-methyl-1H-pyrazol-3-yl)-3-azabicyclo[4.1.0]heptan-7-yl)methyl)carbamate ClC1=C(C=CC=C1Cl)C1=NN(C2=NC(=CN=C21)N2CC1C(C1CC2)(C2=NN(C=C2)C)CNC(OCC2=CC=CC=C2)=O)C2OCCCC2